COC=1C=C(COC2=CC=C3CCC(OC3=C2)C(=O)OCC)C=CC1 ethyl 7-((3-methoxybenzyl)oxy)chromane-2-carboxylate